C1=C(C(=O)NC(=O)N1)CNCCCCN The molecule is an N-substituted putrescine that is thymine in which a hydrogen of the methyl group has been replaced by one of the amino groups of putrescine. It replaces about half of the thymine residues in the DNA of bacetriophage phiW-14. It is a pyrimidone, a N-substituted putrescine, a secondary amino compound, a tertiary amino compound and a pyrimidine nucleobase. It derives from a thymine.